Pyridine-2-carbonitrile hydrochloride Cl.N1=C(C=CC=C1)C#N